C(=O)C=1C=NN(C1)C1=C2CCN(C2=CC=C1)C=1C=C(C=2N(N1)C(=CN2)C(N[C@H]2[C@@H](CC2)OC)=O)N(C(OC(C)(C)C)=O)C tert-butyl N-{6-[4-(4-formylpyrazol-1-yl)-2,3-dihydroindol-1-yl]-3-{[(1R,2R)-2-methoxycyclobutyl]carbamoyl}imidazo[1,2-b]pyridazin-8-yl}-N-methylcarbamate